N1(N=CC=C1)CC=1C(=CC(=NC1)C(=O)OC)OC Methyl 5-((1H-pyrazol-1-yl)methyl)-4-methoxypicolinate